FC1(CC(C1)([C@H](C1=NN=CN1C)F)C=1C=C(C=CC1)N1C(C2=CC(=CC(=C2C1)C(F)(F)F)CNC(C)C)=O)F (R)-2-(3-(3,3-difluoro-1-(fluoro(4-methyl-4H-1,2,4-triazol-3-yl)methyl)cyclobutyl)phenyl)-6-((isopropylamino)methyl)-4-(trifluoromethyl)isoindolin-1-one